C1(CCC1)C=1C(=NN(C1NC(C[C@H]1C(C(C1)(F)F)(F)F)=O)C)CC1CC1 (R)-N-(4-cyclobutyl-3-(cyclopropylmethyl)-1-methyl-1H-pyrazol-5-yl)-2-(2,2,3,3-tetra-fluorocyclobutyl)acetamide